CC=1C(NC(N(C1)CC1=C(N=NN1)COCP(OCC)(O)=O)=O)=O ethyl hydrogen (((5-((5-methyl-2,4-dioxo-3,4-dihydropyrimidin-1(2H)-yl)methyl)-1H-1,2,3-triazol-4-yl)methoxy)methyl)phosphonate